ClC1=C2CCN(C(C2=CC(=C1)CN1C(=NC=C1)NC)=O)CC=1C=C(C(=NC1)C#N)OCC 5-((5-chloro-7-((2-(methylamino)-1H-imidazol-1-yl)methyl)-1-oxo-3,4-dihydroisoquinolin-2(1H)-yl)methyl)-3-ethoxypicolinonitrile